BrC1=C(C=C(C=C1)Cl)C=COC 1-bromo-4-chloro-2-(2-methoxyvinyl)benzene